N1N=CC(=C1)C1=NN=C(O1)C(=O)N1[C@@H](C2=C(CC1)NC=N2)C=2OC1=C(N2)C=C(C=C1)C (S)-(5-(1H-pyrazol-4-yl)-1,3,4-oxadiazol-2-yl)(4-(5-methylbenzo[d]oxazol-2-yl)-6,7-dihydro-1H-imidazo[4,5-c]pyridin-5(4H)-yl)methanone